2-(2,4,6-trichlorophenoxy)ethylpropylamine ClC1=C(OCCNCCC)C(=CC(=C1)Cl)Cl